FC1=C(CN2C(=NC=3C2=NC(=CC3CCS(=O)(=O)N)C=3C2=C(C(N(C3)C)=O)NC=C2)C)C=CC(=C1)F (3-(2,4-difluorobenzyl)-2-methyl-5-(6-methyl-7-oxo-6,7-dihydro-1H-pyrrolo[2,3-c]pyridin-4-yl)-3H-imidazo[4,5-b]pyridin-7-yl)ethylsulfonamide